2-(4-(4-methylpiperazino)-3-nitrophenylamino)-4-(1-methylindol-3-yl)pyrazolo[1,5-a][1,3,5]Triazine CN1CCN(CC1)C1=C(C=C(C=C1)NC1=NC=2N(C(=N1)C1=CN(C3=CC=CC=C13)C)N=CC2)[N+](=O)[O-]